L-3,3,5,5-tetramethylbenzidine CC1(CC(=CC(C1N)(C)C)C1=CC=C(N)C=C1)C